borinin B1=CC=CC=C1